FC1=CC=C(C=C1)COC1=CC(N(C=C1)C1=CC=2C=C3N(C2C=C1)CCN(CC3)C(C)C)=O 4-[(4-fluoro-phenyl)methoxy]-1-[3-(propan-2-yl)-1H,2H,3H,4H,5H-[1,4]diazepino[1,7-a]indol-9-yl]-1,2-dihydropyridin-2-one